C1(=CC=CC=C1)CNC(=O)NCC1=CC=CC=C1 1,3-bis(phenylmethyl)urea